7-(2-((4-(3-aminopyrrolidin-1-yl)-2-ethylphenyl)amino)-5-(trifluoromethyl)pyrimidin-4-yl)-4-methyl-3,4-dihydrothieno[2,3-f][1,4]thiazepin-5(2H)-one 1,1-dioxide NC1CN(CC1)C1=CC(=C(C=C1)NC1=NC=C(C(=N1)C1=CC2=C(C(N(CCS2(=O)=O)C)=O)S1)C(F)(F)F)CC